ClCC(=O)N1CCC2(N(C(CS2)=O)CC=2OC(=CC2)C2=CC=C(C=C2)C#N)CC1 8-(2-chloroacetyl)-4-((5-(4-cyanophenyl)furan-2-yl)methyl)-1-thia-4,8-diazaspiro[4.5]decan-3-one